Methyl(n-octyl)ammonium C[NH2+]CCCCCCCC